CC(CC(=O)OCCCCCCCCCCCC)(C=C)C dodecyl 3,3-dimethyl-4-pentenoate